7-(2,5-dimethyl-1H-pyrrol-1-yl)-3-hydroxy-2,3,4,5-tetrahydrobenzo[b][1,4]oxazepine CC=1N(C(=CC1)C)C1=CC2=C(OCC(CN2)O)C=C1